BrC1=C(C=CC(=C1)F)C1C(COCC1)(C)C 4-(2-bromo-4-fluorophenyl)-3,3-dimethyltetrahydro-2H-pyran